CN1CCN(CC1)CCC[SiH](C1=C(C=C)C=CC=C1)COCC 2-[[3-(4-methylpiperazine-1-yl)propyl]ethoxymethylsilyl]styrene